Cl.N[C@H](C)C=1C=C2C=CN(C2=CC1)C(=O)C1CCOCC1 (R)-(5-(1-aminoethyl)indol-1-yl)(tetrahydro-2H-pyran-4-yl)methanone hydrochloride